COC=1C=C2C=CC(=CC2=CC1)C1=CC=C2C(C(COC2=C1)(C)C)NC(O[C@@H]1CN2CCC1CC2)=O (S)-quinuclidin-3-yl (7-(6-methoxynaphthalen-2-yl)-3,3-dimethylchroman-4-yl)carbamate